N-(6-(7-methyl-[1,2,4]triazolo[4,3-b]pyridazin-6-yl)-5,6,7,8-tetrahydro-1,6-naphthyridin-3-yl)isothiazolo[5,4-b]pyridin-3-amine CC1=CC=2N(N=C1N1CC=3C=C(C=NC3CC1)NC1=NSC3=NC=CC=C31)C=NN2